2-bromo-6-(1-cyclopropyl-1-fluoro-ethyl)pyridine tert-butyl-4-(1-(4-amino-3-(difluoromethoxy)phenyl)piperidin-4-yl)piperazine-1-carboxylate C(C)(C)(C)OC(=O)N1CCN(CC1)C1CCN(CC1)C1=CC(=C(C=C1)N)OC(F)F.BrC1=NC(=CC=C1)C(C)(F)C1CC1